ClC=1N=CC2=C(N1)NC(=C2)C(=O)N(C)C chloro-N,N-dimethyl-7H-pyrrolo[2,3-d]pyrimidine-6-carboxamide